(S)-2-(5-(3-((2-Chloro-5-((1-(2,2,2-trifluoroethyl)-1H-pyrazol-4-yl)ethynyl)pyridin-4-yl)amino)butoxy)-1-methyl-1H-pyrazol-4-yl)-5-fluoropyrimidin-4-amine ClC1=NC=C(C(=C1)N[C@H](CCOC1=C(C=NN1C)C1=NC=C(C(=N1)N)F)C)C#CC=1C=NN(C1)CC(F)(F)F